bis(triisopropylsilyl)dimethylketene C(C)(C)[Si](C(C)C)(C(C)C)C(C(=C=O)C)[Si](C(C)C)(C(C)C)C(C)C